ICCCN1[C@@]2(C(C3=CC=CC=C13)(C)C)OC1=C(C=C2)C=C(C=C1OC)Br r-(3-Iodopropyl)-1',3'-dihydro-3',3'-dimethyl-6-bromo-8-methoxy-Spiro[2H-1-benzopyran-2,2'-[2H]indole]